(4-(TRIFLUOROMETHOXY)CYCLOHEXYL)METHANOL FC(OC1CCC(CC1)CO)(F)F